(3R,8S*)-N-(2-Bromo-3-fluoropyridin-4-yl)-8-(cyanomethyl)-11,11-difluoro-8-hydroxy-3-methyl-3,4,8,9,10,11-hexahydro-1H-pyrido[4',3':3,4]pyrazolo[1,5-a]azepine-2(7H)-carboxamide BrC1=NC=CC(=C1F)NC(=O)N1CC=2C(=NN3C2C(CC[C@](C3)(O)CC#N)(F)F)C[C@H]1C |o1:21|